CC1(C2=CC=CC=C2C=2C=CC(=CC12)C=1C=C(C=CC1)C1=NC(=NC(=N1)C1=CC=CC=C1)C1=CC=CC=C1)C 2-(3-(9,9-dimethyl-9H-fluoren-2-yl)phenyl)-4,6-diphenyl-1,3,5-triazine